C(C)(=O)N(C(OC(C)(C)C)=O)[C@H]1CO[C@@H]([C@@H]([C@@H]1OCC1=CC=CC=C1)OCC1=CC=CC=C1)COCC1=CC=CC=C1 tert-butyl acetyl((3S,4R,5R,6R)-4,5-bis(benzyloxy)-6-((benzyloxy)methyl)tetrahydro-2H-pyran-3-yl)carbamate